4,4'-bis[4-(di-p-tolylamino)styryl]Biphenyl tertbutyl-2-[7-[2-cyano-6-fluoro-3-(isopropylsulfonylamino)phenoxy]quinoxalin-2-yl]-7-azaspiro[3.5]nonane-7-carboxylate C(C)(C)(C)OC(=O)N1CCC2(CC(C2)C2=NC3=CC(=CC=C3N=C2)OC2=C(C(=CC=C2F)NS(=O)(=O)C(C)C)C#N)CC1.C1(=CC=C(C=C1)N(C1=CC=C(C=CC2=CC=C(C=C2)C2=CC=C(C=C2)C=CC2=CC=C(C=C2)N(C2=CC=C(C=C2)C)C2=CC=C(C=C2)C)C=C1)C1=CC=C(C=C1)C)C